(1S,3aS,6aR)-N-((S)-1-cyano-2-((S)-2-oxopyrrolidin-3-yl)ethyl)-2-(4-methoxy-1H-indole-2-carbonyl)-5,5-difluorooctahydrocyclopenta[c]pyrrole-1-carboxamide C(#N)[C@H](C[C@H]1C(NCC1)=O)NC(=O)[C@H]1N(C[C@@H]2[C@H]1CC(C2)(F)F)C(=O)C=2NC1=CC=CC(=C1C2)OC